5-(5-(3,5-dichloro-4-fluorophenyl)-5-(trifluoromethyl)-4,5-dihydroisoxazol-3-yl)-N'-(4-methylbenzoyl)-5,6-dihydro-4H-thieno[2,3-c]pyrrole-2-carbohydrazide ClC=1C=C(C=C(C1F)Cl)C1(CC(=NO1)N1CC2=C(C1)C=C(S2)C(=O)NNC(C2=CC=C(C=C2)C)=O)C(F)(F)F